N1(CCCCC1)CC1OC(=NOC1)[C@@]12CNC[C@@H]1CCOC2 trans-(3aR,7aR)-3a-(5-(piperidin-1-ylmethyl)-5,6-dihydro-1,4,2-dioxazin-3-yl)octahydropyrano[3,4-c]pyrrole